3-(8-(4-chlorophenyl)-2-phenylimidazo[1,2-a]pyridin-6-yl)benzonitrile ClC1=CC=C(C=C1)C=1C=2N(C=C(C1)C=1C=C(C#N)C=CC1)C=C(N2)C2=CC=CC=C2